CCC1=CC=CC=C1O ethylphenol